C(C)(C)(C)OC(=O)NC[C@H](C)OC1=NC=C(C=C1[C@@H](C)NCCC1=NC=2N(C=C1C1=CC=CC=C1)N=CC2C(=O)[O-])F 5-(((R)-1-(2-(((S)-1-((tert-butoxycarbonyl) amino) propan-2-yl) oxy)-5-fluoropyridin-3-yl) ethyl) aminoethyl)-6-phenylpyrazolo[1,5-a]pyrimidine-3-carboxylate